(4r,5s)-methyl-5-(2-iodophenyl)-2,2-diethyl-1,3-dioxolane-4-carboxylate COC(=O)[C@@H]1OC(O[C@H]1C1=C(C=CC=C1)I)(CC)CC